5-amino-3-(4-bromophenyl)-1-indan-2-yl-pyrazole-4-carbonitrile NC1=C(C(=NN1C1CC2=CC=CC=C2C1)C1=CC=C(C=C1)Br)C#N